C(CCCCCC)OC(CC=CC)CC=CC 2-heptoxy-1,3-dipropenyl-propane